FC1(CNCCC1C1=CC=C2C(=NN(C2=C1)CC)C1C(NC(CC1)=O)=O)F 3-[6-(3,3-difluoro-4-piperidyl)-1-ethyl-indazol-3-yl]piperidine-2,6-dione